NC1=C(C(=O)O)C=CC(=C1)O Amino-4-Hydroxybenzoic Acid